4-bromo-N,N-bis(2,4-dimethoxybenzyl)-pyridine-2-sulfonamide BrC1=CC(=NC=C1)S(=O)(=O)N(CC1=C(C=C(C=C1)OC)OC)CC1=C(C=C(C=C1)OC)OC